bis(4-bromophenyl)butylaniline BrC1=CC=C(C=C1)C(CCCNC1=CC=CC=C1)C1=CC=C(C=C1)Br